FC1(CCN(CC1)C=1OC2=C(C=C(C=C2C(C1)=O)C)C(C)NC1=C(C(=O)O)C=CC=C1)F 2-[1-[2-(4,4-Difluoro-1-piperidyl)-6-methyl-4-oxo-chromen-8-yl]ethylamino]benzoic acid